N-methyl-N-(5-methyl-2-nitrophenyl)methylsulfonamide CN(S(=O)=O)CC1=C(C=CC(=C1)C)[N+](=O)[O-]